C1(CCCC1)C1=C(C=C(O)C=C1)O 4-cyclopentylresorcinol